C/C(/C=O)=C\C (E)-2-methyl-2-butenal